Tert-butyl (1S,4S)-5-benzyl-4-(hydroxymethyl)-2,5-diazabicyclo[2.2.1]heptane-2-carboxylate C(C1=CC=CC=C1)N1[C@@]2(CN([C@H](C1)C2)C(=O)OC(C)(C)C)CO